C(C)(C)(C)OC(=O)N1[C@@H](C[C@H](C1)O)CO[Si](C)(C)C(C)(C)C (2S,4R)-2-(((tert-butyldimethylsilyl)oxy)methyl)-4-hydroxypyrrolidine-1-carboxylic acid tert-butyl ester